C(#N)C=1C(=NC(=NC1)N[C@H]1C[C@H](CCC1)N1C=NC=2C1=NC=C(C2)C#N)C=2C=NN(C2)CC2CC2 3-((1S,3R)-3-((5-cyano-4-(1-(cyclopropylmethyl)-1H-pyrazol-4-yl)pyrimidin-2-yl)amino)cyclohexyl)-3H-imidazo[4,5-b]pyridine-6-carbonitrile